NC1=NC=NN2C1=C(C=C2C2CCOCC2)C2=C(C=C(C=C2)C2=C(C(N(C=C2)C2=CC=CC=C2)=O)C(=O)N)F {4-[4-amino-7-(tetrahydro-2H-pyran-4-yl)-pyrrolo[2,1-f][1,2,4]triazin-5-yl]-3-fluorophenyl}-2-oxo-1-phenyl-1,2-dihydropyridine-3-carboxamide